C(C)(C)(C)[Si](C)(C)OCCCCC=C tert-butyl-(hex-5-en-1-yloxy)dimethylsilane